5-chloro-6-phenoxy-pyridin-3-amine ClC=1C=C(C=NC1OC1=CC=CC=C1)N